D-glucosamine penta-acetate C(C)(=O)O.C(C)(=O)O.C(C)(=O)O.C(C)(=O)O.C(C)(=O)O.OC1[C@H](N)[C@@H](O)[C@H](O)[C@H](O1)CO